FC(/C(/[O-])=C\1/C(C2(SCCS2)[C@@H]2C[C@H]12)=O)(F)F.C(C)(C)[NH2+]C(C)C Diisopropylammonium (Z)-2,2,2-trifluoro-1-((1R,5S)-3-oxospiro[bicyclo[3.1.0]hexane-2,2'-[1,3]dithiolan]-4-ylidene)ethan-1-olate